ethyl 5-chloro-4-(8-cyanonaphthalen-1-yl)-2-(3-ethoxy-3-oxopropionylamino)-3-fluorobenzoate ClC=1C(=C(C(=C(C(=O)OCC)C1)NC(CC(=O)OCC)=O)F)C1=CC=CC2=CC=CC(=C12)C#N